isononyl isononanoate (3,5,5-trimethylhexyl-3',5',5'-trimethyl-hexanoate) CC(CCC(C(=O)O)C(CC(C)(C)C)C)CC(C)(C)C.C(CCCCCC(C)C)(=O)OCCCCCCC(C)C